N-(β-aminoethyl)-γ-aminopropyldimethoxymethylsilane NCCNCCC[SiH2]C(OC)OC